FC1(CCN(CC1)C1=NC(=CC(=N1)NC(C1=C(C=C(C=C1)NS(=O)(=O)CCO)N1CCC2(CC2)CC1)=O)CC)F N-(2-(4,4-Difluoropiperidin-1-yl)-6-ethylpyrimidin-4-yl)-4-((2-hydroxyethyl)sulfonamido)-2-(6-azaspiro[2.5]octan-6-yl)benzamide